C(\C=C\CCC)C=1C=C(C(=C(C(=O)O)C1)O)O 5-(trans-2-hexenyl)-dihydroxybenzoic acid